C[C@@H](C(=O)N[C@@H](CCC(=O)[O-])C(=O)NCC(=O)NCC(=O)NCC(=O)N[C@@H](C(C)C)C(=O)N[C@@H](CCC[NH+]=C(N)N)C(=O)[O-])NC(=O)[C@H](CC(C)C)NC(=O)[C@H](CC1=CC=CC=C1)NC(=O)[C@H](CC(=O)[O-])NC(=O)CNC(=O)[C@H](CCC(=O)[O-])NC(=O)CNC(=O)[C@H](CO)NC(=O)[C@H](CC(=O)[O-])[NH3+] The molecule is a peptide anion obtained by removal of three protons from the fifteen-membered polypeptide Asp-Ser-Gly-Glu-Gly-Asp-Phe-Leu-Ala-Glu-Gly-Gly-Gly-Val-Arg. It is the major microspecies at pH 7.3. It is a conjugate base of a DSGEGDFLAEGGGVR.